1-[3-[2-(isobutylamino)imidazo[2,1-b][1,3,4]thiadiazol-5-yl]phenyl]ethanone C(C(C)C)NC1=NN2C(S1)=NC=C2C=2C=C(C=CC2)C(C)=O